COC(=O)C1CCC(CC1)O.N1=CN=C(C=C1)CN1N=C(N=N1)C1=CC=C(C=C1)S(=O)(=O)N 4-(2-(pyrimidin-4-ylmethyl)-2H-tetrazol-5-yl)benzenesulfonamide methyl-(1s,4s)-4-hydroxycyclohexane-1-carboxylate